NCCCCOC[C@@H](C)OC1=NC2=C(C3=CN=CC=C13)C=CC(=C2)C(=O)O (R)-5-((1-(4-aminobutoxy)propan-2-yl)oxy)benzo[c][2,6]naphthyridine-8-carboxylic acid